3-[4-[4-(2-tert-butoxy-2-oxo-ethyl)-4-hydroxy-1-piperidyl]-2-chloro-5-fluoro-anilino]propanoic acid C(C)(C)(C)OC(CC1(CCN(CC1)C1=CC(=C(NCCC(=O)O)C=C1F)Cl)O)=O